ClC=1C(=NC(=NC1)NC1=CC2=C(B(OC2)O)C=C1)NCCC1CC1 5-((5-chloro-4-((2-cyclopropylethyl)amino)pyrimidin-2-yl)amino)benzo[c][1,2]oxaborol-1(3H)-ol